(R)-N-(4-((2-chloro-4-methylpyridin-3-yl)carbamoyl)-2-fluoro-5-(((S)-1,1,1-trifluoropropan-2-yl)oxy)phenyl)-2-(hydroxymethyl)pyrrolidine-1-carboxamide ClC1=NC=CC(=C1NC(=O)C1=CC(=C(C=C1O[C@H](C(F)(F)F)C)NC(=O)N1[C@H](CCC1)CO)F)C